OC=1C=C2C(C(=CNC2=CC1O)C(=O)O)=O 6,7-dihydroxy-4-oxo-1,4-dihydroquinoline-3-carboxylic acid